N1-(1-(7-(4-cyano-3-fluorophenyl)-8-(3-hydroxy-4-methylphenyl)imidazo[1,2-c]pyrimidin-5-yl)piperidin-4-yl)-N8-hydroxyoctanediamide hydrochloride Cl.C(#N)C1=C(C=C(C=C1)C1=C(C=2N(C(=N1)N1CCC(CC1)NC(CCCCCCC(=O)NO)=O)C=CN2)C2=CC(=C(C=C2)C)O)F